O[C@H]1CN(C[C@@H]1O)C1=C(C=C2C(C(=CN(C2=N1)C1=C(C=C(C=C1F)F)F)C(=O)N[C@@H](C(F)(F)F)CC)=O)F 7-[(3S,4S)-3,4-dihydroxypyrrolidin-1-yl]-6-fluoro-4-oxo-N-[(2R)-1,1,1-trifluorobutan-2-yl]-1-(2,4,6-trifluorophenyl)-1,4-dihydro-1,8-naphthyridine-3-carboxamide